C(C1=CC=CC=C1)OC(=O)N[C@H](C)C(=O)O ((benzyloxy)carbonyl)-D-alanine